2-hydroxy-4'-(2-bromoethoxy)-2-methyl-propiophenone OC(C(=O)C1=CC=C(C=C1)OCCBr)(C)C